C(C)NC1COC2=C1C=CC(=C2)C(F)(F)F N-ethyl-6-(trifluoromethyl)-2,3-dihydro-benzofuran-3-amine